BrC=1C=C(C(=NC1)OCCNC(C)C)NS(=O)(=O)C(C)C N-(5-Bromo-2-(2-(isopropylamino)ethoxy)pyridin-3-yl)propane-2-sulfonamide